The molecule is a fluoride salt having ammonium (NH4+) as the counterion. It is an ammonium salt and a fluoride salt. [NH4+].[F-]